ClC1=CC=CC2=C1NC(=N2)C(=O)N2C(C1=NC=CN=C1CC2)C (7-Chloro-1H-benzo[d]imidazol-2-yl)(5-methyl-7,8-dihydropyrido[3,4-b]pyrazin-6(5H)-yl)methanone